1-nonylboronic acid C(CCCCCCCC)B(O)O